BrCCC(=O)OC(C)(C)C tert-butyl 3-bromopropionate